2-[[6-[[2-(3-amino-4,4-difluoro-5-methyl-1-piperidyl)-5-fluoro-pyrimidin-4-yl]amino]-3-methyl-2-oxo-1H-benzimidazol-4-yl]oxy]acetic acid NC1CN(CC(C1(F)F)C)C1=NC=C(C(=N1)NC=1C=C(C2=C(NC(N2C)=O)C1)OCC(=O)O)F